3-(6-aminopyridin-3-yl)-1-sulfamoyl-1H-pyrrole-2-carboxylic acid sodium salt [Na+].NC1=CC=C(C=N1)C1=C(N(C=C1)S(N)(=O)=O)C(=O)[O-]